ClC1=C(C=CC=C1Cl)SC=1N=C(C(=NC1C)N1CCC2(CCC[C@H]2NC(OC(C)(C)C)=O)CC1)NCCO tert-butyl (R)-(8-(5-((2,3-dichlorophenyl)thio)-3-((2-hydroxy ethyl)amino)-6-methylpyrazin-2-yl)-8-azaspiro[4.5]decan-1-yl)carbamate